O1CC(CC1)N1N=CC(=C1)B1OC(C(O1)(C)C)(C)C 1-tetrahydrofuran-3-yl-4-(4,4,5,5-tetramethyl-1,3,2-dioxaborolan-2-yl)pyrazole